5-((1-Carboxy-2-(1H-indol-3-yl)ethyl)amino)-5-oxopentanoic acid C(=O)(O)C(CC1=CNC2=CC=CC=C12)NC(CCCC(=O)O)=O